COC1=CC(=CC=2C=C(OC21)CNC(OC(C)(C)C)=O)C2=CC=C(C=C2)C(=O)N2CCOCC2 tert-butyl (7-methoxy-5-(4-(morpholine-4-carbonyl)phenyl)benzofuran-2-yl)methylcarbamate